2-(2-(2-isopropylphenyl)-4-((7-methoxy-2,3-dihydrobenzofuran-5-yl)methyl)piperazin-1-yl)-7-azaspiro[3.5]Nonane C(C)(C)C1=C(C=CC=C1)C1N(CCN(C1)CC=1C=C(C2=C(CCO2)C1)OC)C1CC2(C1)CCNCC2